2,6-difluoro-3-pyrrolophenyltitanocene FC=1[CH-]C=CC1C1=CC(=CC2=C1C=CN2)F.[CH-]2C=CC=C2.[Ti+2]